(5S)-8-fluoro-5-methoxy-1-[trans-4-(pyridin-2-yloxy)cyclohexyl]-5,6-dihydro-4H-[1,2,4]triazolo[4,3-a][1]benzazepine FC=1C=CC2=C(C[C@@H](CC=3N2C(=NN3)[C@@H]3CC[C@H](CC3)OC3=NC=CC=C3)OC)C1